sodium pteroate C(C1=CC=C(NCC2=CN=C3N=C(N)NC(=O)C3=N2)C=C1)(=O)[O-].[Na+]